[Be].[Al] aluminum-beryllium